C(C1=CC=CC=C1)ON[C@@H]1CC[C@H](NC1)C(=O)OC methyl (2S,5R)-5-benzyloxyamino-piperidine-2-carboxylate